4-(3-chloro-4-methoxyphenyl)-5-isopentylthiazol-2(3H)-one ClC=1C=C(C=CC1OC)C=1NC(SC1CCC(C)C)=O